3-methylpentane-1,3,5-triol CC(CCO)(CCO)O